1-(3-((4,4-bis(((Z)-oct-5-en-1-yl)oxy)butanoyl)oxy)-2-(((4-(((2-(pyrrolidin-1-yl)ethyl)carbamoyl)oxy)decanoyl)oxy)methyl)propyl) 7-(2-butyloctyl) heptanedioate C(CCCCCC(=O)OCC(CCCCCC)CCCC)(=O)OCC(COC(CCC(OCCCC\C=C/CC)OCCCC\C=C/CC)=O)COC(CCC(CCCCCC)OC(NCCN1CCCC1)=O)=O